[B].C1(=CC=CC=C1)NC1=CC=CC=C1 diphenylamine boron